C(C1=CC=CC=C1)OC1=C(C=C(C=C1)C1=NC=2N(C(NC(C2N1C)=O)=O)CC(C(F)F)O)OC 8-(4-(benzyloxy)-3-methoxyphenyl)-3-(3,3-difluoro-2-hydroxypropyl)-7-methyl-3,7-dihydro-1H-purine-2,6-dione